C(C)(C)(C)C=1N(C=CN1)CC1=C(C=C(C=C1)C=1C(=CC=C(C1)CC(C)C)S(=O)(=O)NC1=NC=C(C=N1)Cl)F 4'-((2-(Tert-butyl)-1H-imidazol-1-yl)methyl)-3'-fluoro-N-(5-chloropyrimidin-2-yl)-5-isobutyl-[1,1'-biphenyl]-2-sulfonamide